(1-ethoxyvinyl)triethylstannane C(C)OC(=C)[Sn](CC)(CC)CC